C(C)(C)(C)OC(=O)N1CC(CCCC1)(C#N)N 3-amino-3-cyano-azepane-1-carboxylic acid tert-butyl ester